(S)-N-((3-CYANO-4-((1-(DIMETHYLAMINO)-5-PHENYLPENTAN-3-YL)AMINO)-5-FLUOROPHENYL)SULFONYL)-1-METHOXYCYCLOHEXANE-1-CARBOXAMIDE C(#N)C=1C=C(C=C(C1N[C@H](CCN(C)C)CCC1=CC=CC=C1)F)S(=O)(=O)NC(=O)C1(CCCCC1)OC